butyl 2-(4-amino-1-(4-((i-butoxycarbonyl)amino)butyl)-1H-pyrazolo[3,4-d]pyrimidin-3-yl)-7-methoxy-1H-indole-1-carboxylate NC1=C2C(=NC=N1)N(N=C2C=2N(C1=C(C=CC=C1C2)OC)C(=O)OCCCC)CCCCNC(=O)OCC(C)C